N1S(C=COC2=C1C=CC=C2)(=O)=O 1H-benzo[f][1,4,5]oxathiazepine 2,2-dioxide